β-glycidoxypropylethyldimethoxysilane C(C1CO1)OC(C[Si](OC)(OC)CC)C